ClC=1C(=NC(=NC1)NC1=CC(=C(C=C1)N1CCC(CC1)N1CCN(CC1)C)F)NC1=C(C=CC=C1)NC(C)=O N-(2-((5-chloro-2-((3-fluoro-4-(4-(4-methylpiperazin-1-yl)piperidin-1-yl)phenyl)amino)pyrimidin-4-yl)amino)phenyl)acetamide